S1P(SP1=S)=S 1,3,2,4-dithiadiphosphetane 2,4-disulfide